tert-Butyl 3-(5-chloro-7-(5-fluoropyridin-2-yl)-4-(trifluoromethoxy)benzo[d]oxazol-2-yl)-3,8-diazabicyclo[3.2.1]octane-8-carboxylate ClC=1C=C(C2=C(N=C(O2)N2CC3CCC(C2)N3C(=O)OC(C)(C)C)C1OC(F)(F)F)C1=NC=C(C=C1)F